N1=CNC(=C1)CCNC(=O)C1=NC(=CC=C1C(O[SiH2]C(C)(C)C)(C)C)CNCCC=1NC=NC1 (tert-Butyl-dimethyl-silanyloxymethyl)-6-{[2-(3H-imidazol-4-yl)-ethylamino]-methyl}-pyridine-2-carboxylic acid [2-(3H-imidazol-4-yl)-ethyl]-amide